4-chloro-3-(2-chloroethoxy)-8-(1-(tetrahydro-2H-pyran-2-yl)-1H-pyrazolo[3,4-b]pyridin-5-yl)-5,6,7,8-tetrahydronaphthalene-2-carbonitrile ClC1=C(C(=CC=2C(CCCC12)C=1C=C2C(=NC1)N(N=C2)C2OCCCC2)C#N)OCCCl